CN(C)CC(C(C(=O)O)=O)=C 3-((dimethylamino)methyl)-2-oxobut-3-enoic acid